C(C)(=O)N1CCC(CC1)(C(=O)N(CC(=O)NC1=C(C=C2CC3(C(NC4=NC=CC=C43)=O)CC2=C1)C)CC1=C(C=CC=C1)CN)C 1-acetyl-N-(2-(aminomethyl)benzyl)-4-methyl-N-(2-((5-methyl-2'-oxo-1,1',2',3-tetrahydrospiro[indene-2,3'-pyrrolo[2,3-b]pyridin]-6-yl)amino)-2-oxoethyl)piperidine-4-carboxamide